3-[[6-chloro-8-(methoxycarbonyl)pyrido[3,2-d]pyrimidin-4-yl]amino]azepane-1-carboxylic acid tert-butyl ester C(C)(C)(C)OC(=O)N1CC(CCCC1)NC=1C2=C(N=CN1)C(=CC(=N2)Cl)C(=O)OC